C(C)(C)(C)OC(=O)N1C2(CCC1CC2)C#N 1-cyano-7-azabicyclo[2.2.1]heptane-7-carboxylic acid tert-butyl ester